ClC=1C(=CC2=CN(N=C2C1)C)\N=C/1\N(N=C(C(N1)=O)CC1=NN(C=N1)C)CC1=C(C=C(C(=C1)F)F)F (E)-3-((6-chloro-2-methyl-2H-indazol-5-yl)imino)-6-((1-methyl-1H-1,2,4-triazol-3-yl)methyl)-2-(2,4,5-trifluorobenzyl)-3,4-dihydro-1,2,4-triazin-5(2H)-one